FC(C=1C=C(C=C(C1)C(F)(F)F)NC(=O)C1=NC(=CC=C1C1C(CCCC1)C=1C=NC=CC1)C(=O)N)(F)F N2-(3,5-Bis(trifluoromethyl)phenyl)-N6-cis-(2-(pyridin-3-yl)cyclohexyl)pyridine-2,6-dicarboxamide